((tetrahydro-2H-pyran-2-yl)oxy)cyclopentane-1-carboxamide O1C(CCCC1)OC1(CCCC1)C(=O)N